OC=1C=C(C=CC1)C=1C=C(C=C(C1)C(F)(F)F)CN1CCN(CC1)C1=CC=C(N=N1)C(=O)NCCC 6-[4-[[3-(3-Hydroxyphenyl)-5-(trifluoromethyl)phenyl]methyl]piperazin-1-yl]-N-propylpyridazine-3-carboxamide